tert-butyl 4-[5-([6,8-dimethyl-[1,2,4]triazolo[1,5-a]pyrazin-2-yl]carbamoyl)-4-fluorothiophen-2-yl]-2-methylpiperazine-1-carboxylate CC=1N=C(C=2N(C1)N=C(N2)NC(=O)C2=C(C=C(S2)N2CC(N(CC2)C(=O)OC(C)(C)C)C)F)C